CC1=NN=C(S1)C=O 5-methyl-1,3,4-thiadiazole-2-carbaldehyde